N1-(2-methyl-2-Propenyl)-1,6-hexanediamine CC(CNCCCCCCN)=C